O=C([C@H](O)[C@@H](O)[C@H](O)[C@H](O)C(=O)[O-])[O-].O=C([C@H](O)[C@@H](O)[C@H](O)[C@H](O)C(=O)[O-])[O-].[Ca+2].[Ca+2] Calcium Di-Glucarate